bis(4-cyanobenzyl)amine C(#N)C1=CC=C(CNCC2=CC=C(C=C2)C#N)C=C1